CC1=C(CS(=O)(=O)C2=CC3=C(S\C(\C(N3)=O)=C/C3=CC=C(C=C3)NCC(=O)O)C=C2)C(=CC=C1)C (Z)-2-((4-((6-((2,6-dimethylbenzyl)sulfonyl)-3-oxo-3,4-dihydro-2H-benzo[b][1,4]thiazin-2-ylidene)methyl)phenyl)amino)acetic acid